2-chloro-2,3-dihydro-1,4-naphthoquinone ClC1C(C2=CC=CC=C2C(C1)=O)=O